ClC1=CC=C(C=C1)C=1N=C(N(C1C1=CC(=NC=C1)C(F)F)CC(=O)N1CCC2(CNC2)CC1)O 2-[4-(4-chlorophenyl)-5-[2-(difluoromethyl)-4-pyridyl]-2-hydroxy-imidazol-1-yl]-1-(2,7-diazaspiro[3.5]nonan-7-yl)ethanone